FC1=CC=CC=2C3=C(C(NC12)=O)N=CO3 6-fluorooxazolo[4,5-c]quinolin-4(5H)-one